1-(imidazo[1,2-a]pyrazin-8-yl)-4-(((2-(8-methyl-6-(3-methyl-3-phenylpyrrolidin-1-yl)-[1,2,4]triazolo[1,5-a]pyridin-2-yl)ethyl)amino)methyl)piperidin-4-amine N=1C=CN2C1C(=NC=C2)N2CCC(CC2)(N)CNCCC2=NN1C(C(=CC(=C1)N1CC(CC1)(C1=CC=CC=C1)C)C)=N2